[Si](C1=CC=CC=C1)(C1=CC=CC=C1)(C(C)(C)C)OC[C@@H]1N(C(C[C@H]1CC(C)(C)C)=O)C(=O)OC(C)(C)C tert-butyl (2R,3R)-2-[[tert-butyl(diphenyl)silyl]oxymethyl]-3-(2,2-dimethylpropyl)-5-oxo-pyrrolidine-1-carboxylate